C(C1=CC=CC=C1)OC1=C(C=C(C=C1)C1=NC=2N(C(NC(C2N1C)=O)=O)CC(C)O)F 8-(4-(benzyloxy)-3-fluorophenyl)-3-(2-hydroxypropyl)-7-methyl-3,7-dihydro-1H-purine-2,6-dione